2-(3-(trifluoromethoxy)phenoxy)thiazole-4-carbaldehyde FC(OC=1C=C(OC=2SC=C(N2)C=O)C=CC1)(F)F